[Si](C)(C)(C(C)(C)C)O[C@@H]1[C@@H]([C@H](O[C@H]1N1C=2N=C(NC(C2N=C1)=O)NC(C(C)C)=O)CO)NOP(O)(O)=O (2S,3R,4R,5R)-4-(tert-butyldimethylsilyloxy)-2-(hydroxymethyl)-5-(2-isobutanoylamino-6-oxo-1,6-dihydropurin-9-yl)-tetrahydrofuran-3-ylaminophosphoric acid